C(C)(C)(C)OC(=O)N1CCN(CC1)C1=NC(=CC(=C1)C=1C(=C(C=C(C1)F)C1=CC(=C(C=C1)N1C(N(C=C1)C)=O)Cl)OC)NC(C)=O 4-(6-acetamido-4-(3'-chloro-5-fluoro-2-methoxy-4'-(3-methyl-2-oxo-2,3-dihydro-1H-imidazol-1-yl)-[1,1'-biphenyl]-3-yl)pyridin-2-yl)piperazine-1-carboxylic acid tert-butyl ester